2-[4-[5-(Trifluoromethyl)imidazo[1,2-a]pyridine-2-carbonyl]piperazin-1-yl]-3H-quinazolin-4-one FC(C1=CC=CC=2N1C=C(N2)C(=O)N2CCN(CC2)C2=NC1=CC=CC=C1C(N2)=O)(F)F